4-[[5-(2-chloro-4-fluoro-3-hydroxy-phenyl)-1,3,4-thiadiazol-2-yl]methyl]-6-[1-(2,4-difluorophenyl)-2,2,2-trifluoro-ethyl]-4,6-diazaspiro[2.4]heptane-5,7-dione ClC1=C(C=CC(=C1O)F)C1=NN=C(S1)CN1C2(CC2)C(N(C1=O)C(C(F)(F)F)C1=C(C=C(C=C1)F)F)=O